FC(C(=O)OCCCC(C)C)(F)F isohexyl trifluoroacetate